(1S,5R)-N-methyl-N-[6-[4-(2-methylthiazol-4-yl)-1,3-benzothiazol-7-yl]-1,2,4-triazin-3-yl]-9-azabicyclo[3.3.1]nonan-3-amine CN(C1C[C@@H]2CCC[C@H](C1)N2)C=2N=NC(=CN2)C2=CC=C(C=1N=CSC12)C=1N=C(SC1)C